(3-(3-((2-amino-4-(butylamino)-6-methylpyrimidin-5-yl)methyl)-4-methoxy-benzamido)propyl)phosphonic acid NC1=NC(=C(C(=N1)NCCCC)CC=1C=C(C(=O)NCCCP(O)(O)=O)C=CC1OC)C